3-(2-(((nonyloxy)carbonyl)oxy)-2,2-diphenylacetoxy)spiro[bicyclo[3.2.1]octane-8,1'-pyrrolidin]-8-ium chloride [Cl-].C(CCCCCCCC)OC(=O)OC(C(=O)OC1CC2CCC(C1)[N+]21CCCC1)(C1=CC=CC=C1)C1=CC=CC=C1